O1CC(C(C1)CS(=O)(=O)[O-])CS(=O)(=O)[O-] tetrahydrofuran-3,4-diyldimethanesulfonate